N-(3-(6-oxa-3-azabicyclo[3.1.1]heptan-3-yl)-1H-pyrazolo[4,3-c]pyridin-6-yl)acetamide C12CN(CC(O1)C2)C2=NNC1=C2C=NC(=C1)NC(C)=O